C1(=CC=C(C=C1)CC(=O)O)C1=CC=CC=C1 [1,1'-Biphenyl]-4-acetic acid